NCC(CCCN)CCCCN 4-aminomethyl-1,8-octanediamine